S1C(=NC2=C1C=CC=C2)NC(=O)C=2C=NC(=CC2C2=CC(=NC=C2OC)Cl)C N-(1,3-benzothiazol-2-yl)-2'-chloro-5'-methoxy-6-methyl-[4,4'-bipyridine]-3-carboxamide